1-(6-bromo-5-fluoro-3-((4-methoxybenzyl)amino)pyridin-2-yl)-3-hydroxypent-2-en-1-one BrC1=C(C=C(C(=N1)C(C=C(CC)O)=O)NCC1=CC=C(C=C1)OC)F